O1C(=CC=C1)C=1C(=NOC1)C(=O)NC=1C=NN(C1)C(C)C1=C(C=C(C=C1F)F)F (furan-2-yl)-N-(1-(1-(2,4,6-trifluorophenyl)ethyl)-1H-pyrazol-4-yl)isoxazole-3-carboxamide